bisoleoyl-ethylenediamine diacetic acid C(C)(=O)O.C(C)(=O)O.C(CCCCCCC\C=C/CCCCCCCC)(=O)NCCNC(CCCCCCC\C=C/CCCCCCCC)=O